O=C1CC[C@@H](N1C(=O)OC(C)(C)C)C(=O)OCC1=CC=CC=C1 2-benzyl 1-(tert-butyl) (R)-5-oxopyrrolidine-1,2-dicarboxylate